(R,E)-3-(4-chlorophenyl)-N'-((4-fluorophenyl)sulfonyl)-4-phenyl-N-(2-sulfamoylethyl)-4,5-dihydro-1H-pyrazole-1-carboximidamide ClC1=CC=C(C=C1)C1=NN(C[C@H]1C1=CC=CC=C1)/C(/NCCS(N)(=O)=O)=N/S(=O)(=O)C1=CC=C(C=C1)F